[Ca].[Na] sodium, calcium salt